Tris[bis(methoxymethyl)amino]-1,3,5-triazine COCN(COC)C1=NC(=NC(=N1)N(COC)COC)N(COC)COC